N,N-diiso-propylthiophosphoric acid triamide C(C)(C)N(P(N)(N)=S)C(C)C